4-(tert-butyl)-N-(6-(difluoromethyl)pyridin-3-yl)-6-(1H-imidazol-1-yl)pyrimidine-2-carboxamide C(C)(C)(C)C1=NC(=NC(=C1)N1C=NC=C1)C(=O)NC=1C=NC(=CC1)C(F)F